BrC1=CC=C(C=C1)C=1C(=NC=NC1OCCOC1=NC=C(C=N1)Br)[N-]S(N)(=O)=O (5-(4-bromophenyl)-6-(2-((5-bromopyrimidin-2-yl)oxy)ethoxy)pyrimidin-4-yl)(sulfamoyl)amide